C=CCCCCCCCC(C)C i-dodecene